CC1=CC=C(C(=O)O[C@H](C(=O)O)[C@@H](C(=O)O)OC(C2=CC=C(C=C2)C)=O)C=C1 (2s,3s)-2,3-bis[(4-methylbenzoyl)oxy]succinic acid